5,7-dimethyl-9-ethyl-6-propyl-tridecene CC(CCC=C)C(C(CC(CCCC)CC)C)CCC